OC(C(=O)O)CC α-hydroxy-n-butyric acid